(S)-1-((2S,4r)-2-(5-chlorobenzo[d]thiazol-2-yl)-4-hydroxypyrrolidin-1-yl)-2-(4-cyclopropyl-1H-1,2,3-triazol-1-yl)-3-methylbutan-1-one ClC=1C=CC2=C(N=C(S2)[C@H]2N(C[C@@H](C2)O)C([C@H](C(C)C)N2N=NC(=C2)C2CC2)=O)C1